2-methyl-3-methylsulfonylamino-1,1'-biphenyl CC1=C(C=CC=C1NS(=O)(=O)C)C1=CC=CC=C1